OC([C@@H](C)N1C(C=CC2=C1N=C(N=C2)NC2CCN(CC2)S(=O)(=O)C)=O)(C)C (R)-8-(3-hydroxy-3-methylbutan-2-yl)-2-((1-(methylsulfonyl)piperidin-4-yl)amino)pyrido[2,3-d]pyrimidin-7(8H)-one